C(C)(C)NC(CN1N=C(C=CC1=O)C=1SC(=CC1)C)=O N-isopropyl-2-(3-(5-methylthiophen-2-yl)-6-oxopyridazin-1(6H)-yl)acetamide